CCCCCCCCCCCCCCCCCCCC(=O)NCCOP(=O)([O-])OC[C@@H](COC(=O)CCCCCCC/C=C\\CCCCCCCC)O The molecule is an N-acyllysophosphatidylethanolamine(1-) in which the N-acyl group is specified as icosanoyl while the phosphatidyl acyl group is specified as oleoyl; major species at pH 7.3. It is a conjugate base of a N-icosanoyl-1-oleoyl-sn-glycero-3-phosphoethanolamine.